OC1C[C@H](N(O1)C(=O)OC(C)(C)C)C=1N=C(SC1)C tert-butyl (3S)-5-hydroxy-3-(2-methylthiazol-4-yl)isoxazolidine-2-carboxylate